N[C@@]1(C([C@@H](CC1)NC=1C=2N(N=CC1C(=NC1=C(C=C(C=C1)O)CC)N)C=C(C2)C2=CC(=CC=C2)CCO)(C)C)C 4-[[(1R,3S)-3-amino-2,2,3-trimethyl-cyclopentyl]amino]-N'-(2-ethyl-4-hydroxy-phenyl)-6-[3-(2-hydroxyethyl)phenyl]pyrrolo[1,2-b]pyridazine-3-carboxamidine